ClC=1C(=NC=2CN(CCC2C1)CC1=NC2=C(N1CC1(CC1)C#N)C=C(C=C2)C(=O)OC)OCC2=C(C=C(C=C2)Cl)F methyl 2-({3-chloro-2-[(4-chloro-2-fluorophenyl) methoxy]-5,6,7,8-tetrahydro-1,7-naphthyridin-7-yl} methyl)-1-[(1-cyanocyclopropyl) methyl]-1H-1,3-benzodiazole-6-carboxylate